HYDROXYQUINOLINE C1=CC2=C(C(=C1)O)N=CC=C2